CN(CCCN(C(CC(=O)O)=O)CCCN(C)C)C 3-(bis(3-(dimethylamino)propyl)amino)-3-oxopropionic acid